FC1=C(C=CC=C1NS(=O)(=O)CCC)C=1C(=NN(C1)C=1C=CC(=NC1)N1CCN(CC1)C(=O)OC(C)(C)C)C1=CC=NC=C1 tert-butyl 4-(5-{4-[2-fluoro-3-(propane-1-sulfonamido)phenyl]-3-(pyridin-4-yl)pyrazol-1-yl}pyridin-2-yl)piperazine-1-carboxylate